C1(CC1)N1N=CC(=C1)C1=CC=C(C=C1)CN 1-[4-(1-cyclopropyl-1H-pyrazol-4-yl)phenyl]methylamine